2,4-diamino-5-chloropyrimidine NC1=NC=C(C(=N1)N)Cl